(2R)-1-{(3S,4S)-3-{[2-fluoro(2',3',4',5',6'-2H5)[biphenyl]-3-yl]methyl}-4-[(methylsulfonyl)amino]-2-azabicyclo[3.1.1]heptan-2-yl}-1-oxopropan-2-yl acetate C(C)(=O)O[C@@H](C(=O)N1C2CC([C@@H]([C@@H]1CC=1C(=C(C=CC1)C1=C(C(=C(C(=C1[2H])[2H])[2H])[2H])[2H])F)NS(=O)(=O)C)C2)C